copper iron manganite [Mn](=O)([O-])[O-].[Fe+2].[Cu+2].[Mn](=O)([O-])[O-]